FC(C1=CC=C(CC=2C=NN3C2N(CC(C3)C(=O)O)C(=O)O)C=C1)(F)F 3-(4-(trifluoromethyl)benzyl)-6,7-dihydropyrazolo[1,5-a]pyrimidine-4,6(5H)-dicarboxylic acid